(3R,5S)-1-benzyl-5-fluoropiperidin-3-amine C(C1=CC=CC=C1)N1C[C@@H](C[C@@H](C1)F)N